((R)-2-(((R)-(2-((S)-((tert-butoxycarbonyl) amino) (4,4-difluorocyclohexyl) methyl) imidazo[1,2-b]pyridazin-7-yl) (cyclopropyl) methyl) amino)-1-cyclopropylethyl) carbamate C(N)(O[C@@H](CN[C@H](C1CC1)C1=CC=2N(N=C1)C=C(N2)[C@H](C2CCC(CC2)(F)F)NC(=O)OC(C)(C)C)C2CC2)=O